1-(2-fluorophenyl)-N-((2-fluorophenyl)(3-(tributylsilyl)phenyl)phosphaneyl)-N-methyl-1-(3-(tributylsilyl)phenyl)phosphanamine FC1=C(C=CC=C1)P(N(C)P(C1=CC(=CC=C1)[Si](CCCC)(CCCC)CCCC)C1=C(C=CC=C1)F)C1=CC(=CC=C1)[Si](CCCC)(CCCC)CCCC